C(C)OC(C(=O)O)(C)C 2-ethoxy-2-methyl-propionic acid